COC(CC)(S(=O)(=O)[O-])CC(C)C methoxy-1-isobutyl-1-propanesulfonate